CC1=NOC(=C1C=1C=C2C(=NC(=NC2=CC1)C(=O)NC1CS(C1)(=O)=O)N1[C@H](COCC1)C1=CC=CC=C1)C (S)-6-(3,5-dimethylisoxazol-4-yl)-N-(1,1-dioxidothietan-3-yl)-4-(3-phenylmorpholino)quinazoline-2-carboxamide